C[C@]12CC[C@H]3[C@H]([C@@H]1CC[C@@H]2O)C[C@H](C4=C3C=CC(=C4)O)O 6β-hydroxy-17β-estradiol